BrC1=C(C=CC(=C1)C=CC1=CC=CC=C1)OC 2-bromo-1-methoxy-4-styrylbenzene